N-(2-cyanoethyl)-3-methyl-5-(4,4,5,5-tetramethyl-1,3,2-dioxaborolan-2-yl)benzenesulfonamide C(#N)CCNS(=O)(=O)C1=CC(=CC(=C1)B1OC(C(O1)(C)C)(C)C)C